CN1CC=2C=C(C=NC2CC1)NC=O N-(6-methyl-5,6,7,8-tetrahydro-1,6-naphthyridin-3-yl)formamide